C(C)(=O)C(C(C(C(=O)[O-])(CCCC)CCCC)(O)C(=O)[O-])(C(=O)[O-])CCCC Acetyltributylcitrat